Cl.C1(=CC=CC=C1)CN Benzenemethaneamine-hydrochloride